C(C)S(=O)(=O)C=1C(=NC=C(C1)C(F)(F)F)C=1OC2=NC=C(C=C2N1)S(=O)C(F)(F)F 2-(3-ethylsulfonyl-5-trifluoromethylpyridin-2-yl)-6-(trifluoromethylsulfinyl)oxazolo[5,4-b]pyridine